[C@H]12CN(C[C@H](CC1)N2)C2=NC(=NC1=C(C(=CC=C21)C#CC=2C=CC=C1C=CC=C(C21)O)F)OC[C@]21CCCN1C[C@@H](C2)F 8-((4-((1R,5S)-3,8-diazabicyclo[3.2.1]octan-3-yl)-8-fluoro-2-(((2R,7aS)-2-fluorotetrahydro-1H-pyrrolizin-7a(5H)-yl)methoxy)quinazolin-7-yl)ethynyl)naphthalen-1-ol